C(C(=C)C)(=O)OC1=C(C(C2=CC=CC=C2)(O)O)C=CC=C1 2-methacryloxyhydroxybenzhydrol